N1,N4,N4-tri-dodecyl-1,4-piperazinediethylamine tert-butyl-(1-(5-(N-hydroxycarbamimidoyl)-2-nitrophenyl)piperidin-4-yl)carbamate C(C)(C)(C)N(C(O)=O)C1CCN(CC1)C1=C(C=CC(=C1)C(NO)=N)[N+](=O)[O-].C(CCCCCCCCCCC)NCCN1CCN(CC1)CCN(CCCCCCCCCCCC)CCCCCCCCCCCC